3,4-dichloro-2-(3-(2,2-dimethylpiperidin-4-yl)-6,7-dihydro-5H-pyrrolo[2,1-c][1,2,4]triazol-6-yl)phenol ClC=1C(=C(C=CC1Cl)O)C1CC2=NN=C(N2C1)C1CC(NCC1)(C)C